5-methyl-4-oxo-spiro[6H-pyrazolo[1,5-a]pyrazine-7,1'-cyclopropane]-2-carboxylic acid tert-butyl ester C(C)(C)(C)OC(=O)C1=NN2C(C(N(CC23CC3)C)=O)=C1